acetylaceton C(C)(=O)CC(C)=O